4-((4-(4-(4-chloro-2-fluorophenyl)piperidin-1-yl)-3-methyl-1H-pyrazol-1-yl)sulfonyl)-N,N-dimethylbenzenesulfonamide ClC1=CC(=C(C=C1)C1CCN(CC1)C=1C(=NN(C1)S(=O)(=O)C1=CC=C(C=C1)S(=O)(=O)N(C)C)C)F